C(C)(C)(C)C1=CC=C(C=C1)C1=CC=C2C=CN(C2=C1)P(OC1=C(C=2CCCCC2C=C1)C1=C(C=CC=2CCCCC12)OP(N1C=CC2=CC=C(C=C12)C1=CC=C(C=C1)C(C)(C)C)N1C=CC2=CC=C(C=C12)C1=CC=C(C=C1)C(C)(C)C)N1C=CC2=CC=C(C=C12)C1=CC=C(C=C1)C(C)(C)C 2,2'-bis((bis(6-(4-(tert-butyl)phenyl)-1H-indol-1-yl)phosphaneyl)oxy)-5,5',6,6',7,7',8,8'-octahydro-1,1'-binaphthalene